NC(=C(C1=C(C(=CC=C1)S(=O)(=O)[O-])S(=O)(=O)[O-])N)C1=CC=CC=C1 DiaminostilbeneDisulfonate